N,N'-di(propan-2-yl)methanediimine CC(C)N=C=NC(C)C